4-[4-[(1R)-1-(5-Fluoro-2-pyridyl)ethoxy]-6-[5-methyl-1-(4-piperidyl)triazol-4-yl]pyrazolo[1,5-a]pyridin-3-yl]isothiazole HCl Cl.FC=1C=CC(=NC1)[C@@H](C)OC=1C=2N(C=C(C1)C=1N=NN(C1C)C1CCNCC1)N=CC2C=2C=NSC2